COC1=C2C(=C3C(=CC=NC3=C1)OC1=CC=C(C=C1)NC(=O)NC1=C(C=CC(=C1)C(F)(F)F)C)OCCO2 1-(4-((5-methoxy-2,3-dihydro-[1,4]dioxino[2,3-f]quinolin-10-yl)oxy)phenyl)-3-(2-methyl-5-(trifluoromethyl)phenyl)urea